C(C)(C)(C)[SiH2][SiH3] tertiary butyl-disilane